tert-butyl ((1r,3r)-3-(4-(difluoromethoxy)-3-fluorophenoxy)cyclobutyl)carbamate FC(OC1=C(C=C(OC2CC(C2)NC(OC(C)(C)C)=O)C=C1)F)F